(1r,3r)-3-(3-cyclopropyl-1H-pyrazol-1-yl)cyclobutan-1-ol C1(CC1)C1=NN(C=C1)C1CC(C1)O